7-(4-Chlorobutoxy)-1H-quinolin-2-one ClCCCCOC1=CC=C2C=CC(NC2=C1)=O